COC(=O)C1=CC2=C(CN[C@H](CO2)C2=CC=C(C=C2)C(F)(F)F)C=C1 (S)-3-(4-(trifluoromethyl)phenyl)-2,3,4,5-tetrahydrobenzo[f][1,4]oxazepin-8-carboxylic acid methyl ester